C(C)(=O)N[C@@H]1CC[C@H](CC1)NC1=NC=C(C(=N1)N1C[C@@H](CCC1)C(=O)NC1CC1)F trans-(R)-1-(2-((4-acetamidocyclohexyl)amino)-5-fluoropyrimidin-4-yl)-N-cyclopropylpiperidine-3-carboxamide